3-(2-amino-1-(3-chlorophenyl)ethyl)-7-(2-aminopyridin-4-yl)quinazolin-4(3H)-one NCC(C1=CC(=CC=C1)Cl)N1C=NC2=CC(=CC=C2C1=O)C1=CC(=NC=C1)N